C(C)(=O)NNC(=O)C1(CN(C=2N=CN=C(C21)N2C[C@H](N(C[C@@H]2C)C(=O)OC(C)(C)C)C)C2=NC=CC(=C2)C#N)C tert-butyl (2R,5S)-4-(5-(2-acetylhydrazine-1-carbonyl)-7-(4-cyanopyridin-2-yl)-5-methyl-6,7-dihydro-5H-pyrrolo[2,3-d]pyrimidin-4-yl)-2,5-dimethylpiperazine-1-carboxylate